FC(CN1C[C@@H]2N(CC1)[C@H](CC2)CO)(F)F ((6R,8aR)-2-(2,2,2-trifluoroethyl)octahydropyrrolo[1,2-a]pyrazin-6-yl)methanol